1,6-Dimethyl-4-[4-methyl-4-(5-methyl-1,3-benzooxazol-2-yl)piperidin-1-yl]-2-oxo-1,2-dihydroquinoline-3-carboxamide CN1C(C(=C(C2=CC(=CC=C12)C)N1CCC(CC1)(C=1OC2=C(N1)C=C(C=C2)C)C)C(=O)N)=O